CS(=O)(=O)[NH-] methylsulfonyl-amide